C12NCCC2C1 2-azabicyclo[3.1.0]-hexane